C1(=CC=CC=C1)C1=NC(=NC(=N1)C1=CC=CC=C1)C=1C(=C(C(=C(C1N1C2=C(C=3C=CC=CC13)N=CC=C2)N2C1=C(C=3C=CC=CC23)N=CC=C1)C1=CC=C(C=C1)N1C2=CC=CC=C2C=2C=C(C=CC12)C)C#N)N1C2=C(C=3C=CC=CC13)N=CC=C2 4-(4,6-diphenyl-1,3,5-triazin-2-yl)-4'-(3-methyl-9H-carbazol-9-yl)-3,5,6-tris(5H-pyrido[3,2-b]indol-5-yl)-[1,1'-biphenyl]-2-carbonitrile